N-((1s,3r,5R,7S)-3-aminoadamantan-1-yl)-[1,1'-biphenyl]-3-carboxamide hydrochloride Cl.NC12CC3(C[C@@H](C[C@H](C1)C3)C2)NC(=O)C=2C=C(C=CC2)C2=CC=CC=C2